C(C(=C)C)(=O)O.C1(=CC=C2C=CC=CC=C12)C1=CC=C2C=CC=CC=C12 biazulenyl methacrylate